CN1C=NC(=C1C(=O)O)N(S(=O)(=O)C)C 1-methyl-4-(N-methylmethylsulfonamido)-1H-imidazole-5-carboxylic acid